C1(=CC=CC=C1)[C@@H](CCNC1=CC=CC=C1)C1=NC=CC=C1 (R)-N-(3-phenyl-3-(2-pyridyl)propyl)aniline